tert-butyl ((4-(pyridin-2-yl)-1H-imidazol-2-yl)methyl)carbamate N1=C(C=CC=C1)C=1N=C(NC1)CNC(OC(C)(C)C)=O